methyl 2-(2-(tert-butylamino)-2-oxoethyl)-2-azaspiro[3.5]nonane-7-carboxylate C(C)(C)(C)NC(CN1CC2(C1)CCC(CC2)C(=O)OC)=O